2-(1-(2-((1-((dimethylamino)methyl)cyclopropyl)methoxy)-6-(3-hydroxy-8-iodo-1-naphthoyl)-6,7-dihydro-5H-pyrrolo[3,4-d]pyrimidin-4-yl)-3-hydroxypiperidin-3-yl)acetonitrile CN(C)CC1(CC1)COC=1N=C(C2=C(N1)CN(C2)C(=O)C2=CC(=CC1=CC=CC(=C21)I)O)N2CC(CCC2)(O)CC#N